[N-](S(=O)(=O)C(F)(F)F)S(=O)(=O)C(F)(F)F.C(C)[N+]1=CN(C=C1)C=C 3-Ethyl-1-Vinylimidazolium bis(trifluoromethylsulfonyl)imid